tert-butyl 7-(5-fluoro-6-hydroxy-5-(hydroxymethyl)hexyl)-3,4-dihydro-1,8-naphthyridine-1(2H)-carboxylate FC(CCCCC1=CC=C2CCCN(C2=N1)C(=O)OC(C)(C)C)(CO)CO